6-(3,5-Difluoro-4-(4-isobutylpiperazin-1-yl)phenyl)-1,4-dimethyl-2-(4-(methylsulfonyl)phenyl)-1H-pyrrolo[3,2-c]pyridin FC=1C=C(C=C(C1N1CCN(CC1)CC(C)C)F)C1=CC2=C(C(=N1)C)C=C(N2C)C2=CC=C(C=C2)S(=O)(=O)C